Rac-syn-3-(1-(2-chloro-4-fluorophenethyl)-3-((dimethylamino)methyl)-4-hydroxypiperidin-4-yl)benzonitrile ClC1=C(CCN2CC(C(CC2)(O)C=2C=C(C#N)C=CC2)CN(C)C)C=CC(=C1)F